FC(C)(F)C=1C=CC2=C(N(N=C2C1)C=1C=C2C(=CN1)N(N=C2)CC(C(F)(F)F)(F)F)I 5-[6-(1,1-difluoroethyl)-3-iodo-indazol-2-yl]-1-(2,2,3,3,3-pentafluoropropyl)pyrazolo[3,4-c]pyridine